3-(4-(Allyloxy)phenyl)-5-(piperazin-1-yl)-1,2,4-oxadiazol hydrochloride Cl.C(C=C)OC1=CC=C(C=C1)C1=NOC(=N1)N1CCNCC1